Tripropyl trimesate C(C1=CC(C(=O)OCCC)=CC(C(=O)OCCC)=C1)(=O)OCCC